C1(=CCCCCC1)C1=NN2C(N(C(=C(C2=O)N2CCNCCC2)CC)CC(=O)NC2=CC=C(C=C2)S(F)(F)(F)(F)F)=N1 2-(2-(cyclohept-1-en-1-yl)-6-(1,4-diazacycloheptane-1-yl)-5-ethyl-7-oxo-[1,2,4]triazolo[1,5-a]pyrimidin-4(7H)-yl)-N-(4-(pentafluoro-λ6-sulfanyl)phenyl)acetamide